N-(1-(6-Chloro-1-(3,4-difluoro-5-hydroxyphenyl)-1H-indazol-5-yl)azetidin-3-yl)-1-cyclopropylmethanesulfonamide ClC1=C(C=C2C=NN(C2=C1)C1=CC(=C(C(=C1)O)F)F)N1CC(C1)NS(=O)(=O)CC1CC1